ClC1CCN(CC1)S(=O)(=O)N[C@@H]([C@@H](C)C1=C(C(=CC=C1F)C)C)C=1OC(NN1)=O 4-chloro-N-((1S,2S)-2-(6-fluoro-2,3-dimethylphenyl)-1-(5-oxo-4,5-dihydro-1,3,4-oxadiazol-2-yl)propyl)piperidine-1-sulfonamide